CC1OC(CN(C1)C=1C=C2C(=CC=NC2=CC1)NC1=CC=C(C=C1)C1=NC2=C(N1)C=CC(=C2)NC2=CC(=NC=C2)C)C 6-(2,6-Dimethylmorpholino)-N-(4-(5-((2-methylpyridin-4-yl)amino)-1H-benzo[d]imidazol-2-yl)phenyl)quinolin-4-amine